C(C=C)[C@H]1N(CCC1)C1=C(C=C(C(=N1)C=1OC(=NN1)C(C(F)(F)F)(O)C1=CC(=CC=C1)Br)NC(OC(C)(C)C)=O)C(F)(F)F tert-Butyl N-[6-[(2S)-2-allylpyrrolidin-1-yl]-2-[5-[1-(3-bromophenyl)-2,2,2-trifluoro-1-hydroxy-ethyl]-1,3,4-oxadiazol-2-yl]-5-(trifluoromethyl)-3-pyridyl]carbamate